1,1,1-tris(2'-aminoethyl)ethane NCCC(C)(CCN)CCN